valproyl fumarate C(\C=C\C(=O)[O-])(=O)OC(C(CCC)CCC)=O